C(CCCC)[Al](CCCCC)CCCCC tri(n-pentyl)aluminum